C(=C)[SiH](N1CCCC1)C=C divinyl-(pyrrolidino)silane